benzyl 6-[4-[(2-methylpropan-2-yl)oxycarbonyl]piperidin-1-yl]-3,4-dihydro-1H-2,7-naphthyridine-2-carboxylate CC(C)(C)OC(=O)C1CCN(CC1)C=1C=C2CCN(CC2=CN1)C(=O)OCC1=CC=CC=C1